(2R)-2-Amino-3-(4-amino-3-bromo-phenyl)propanoic acid dihydrochloride Cl.Cl.N[C@@H](C(=O)O)CC1=CC(=C(C=C1)N)Br